N-(2-chloro-3-fluoro-6-nitrophenyl)-4-(2,6-difluoro-4-methoxyphenyl)-1,3-dimethyl-1H-pyrazol-5-amine ClC1=C(C(=CC=C1F)[N+](=O)[O-])NC1=C(C(=NN1C)C)C1=C(C=C(C=C1F)OC)F